CC1(CC(C(CS1)C(=O)OC)=O)C Methyl 6,6-dimethyl-4-oxotetrahydrothiopyran-3-carboxylate